tert-Butyl-3-[4-{5-(1H-pyrazole-4-yl)furan-2-carboxamido}-3-(pyridine-2-yl)-1H-pyrazol-1-yl]azetidine-1-carboxylate C(C)(C)(C)OC(=O)N1CC(C1)N1N=C(C(=C1)NC(=O)C=1OC(=CC1)C=1C=NNC1)C1=NC=CC=C1